D-4-methyl-3-[2-(1-methylpyrazolo[3,4-c]pyridin-4-yl)pyrimidin-5-yl]-1H-benzimidazol-2-one CC1=CC=CC=2NC(N(C21)C=2C=NC(=NC2)C2=C1C(=CN=C2)N(N=C1)C)=O